CC(C)[Si](OC1=CC=C(C=C1)CO)(C(C)C)C(C)C (4-{[tris(propan-2-yl)silyl]oxy}phenyl)methanol